FC(OC=1C(=NC(=NC1)C=1C(=NOC1C(C)C)C)NCC1=CC=C(C=C1)C=1N(C=C(N1)C(F)(F)F)C)F 5-(Difluoromethoxy)-2-(5-isopropyl-3-methylisoxazol-4-yl)-N-(4-(1-methyl-4-(trifluoromethyl)-1H-imidazol-2-yl)benzyl)pyrimidin-4-amine